N-(4-amino-1H-pyrazolo[4,3-c]pyridin-7-yl)-N'-ethyl-N'-[1-[2-methyl-4-(trifluoromethyl)phenyl]ethyl]oxamide NC1=NC=C(C2=C1C=NN2)NC(=O)C(=O)N(C(C)C2=C(C=C(C=C2)C(F)(F)F)C)CC